C(C)(=O)OC1=CC2=CC=C(C(=C2C(=C1)OS(=O)(=O)C(F)(F)F)Cl)F [5-chloro-6-fluoro-4-(trifluoromethylsulfonyloxy)-2-naphthyl] acetate